O\N=C(\N)/C=1C=C(C=CC1)CC(C=1SC2=C(N1)C=CC(=C2)OC)NS(=O)(=O)C2=CC=C(NC(CNC([O-])=O)=O)C=C2 N-[2-[4-[[2-[3-[(E)-N'-hydroxycarbamimidoyl]phenyl]-1-(6-methoxy-1,3-benzothiazol-2-yl)ethyl]sulfamoyl]anilino]-2-oxo-ethyl]carbamate